FC(OC1=C(C=CC=C1)S(=O)(=O)OC=1C(=C2C(N(C(C2=CC1)=O)C1C(NC(CC1)=O)=O)=O)N)(F)F 4-amino-2-(2,6-dioxopiperidin-3-yl)-1,3-dioxoisoindolin-5-yl 2-(trifluoromethoxy)benzenesulfonate